C(C=CCCCCCCCCCCC)(=O)[O-].[Na+] sodium tetradecenoate